trifluorobenzenesulfonic acid FC1=C(C(=C(C=C1)S(=O)(=O)O)F)F